Tert-Butyl 4-(3-methyl-2-oxo-1H-benzimidazol-5-yl)piperazine-1-carboxylate CN1C(NC2=C1C=C(C=C2)N2CCN(CC2)C(=O)OC(C)(C)C)=O